1,4-bis(3,4-dicarboxytrifluorophenoxy)tetrafluorobenzene C(=O)(O)C=1C(=C(OC2=C(C(=C(C(=C2F)F)OC2=C(C(=C(C(=C2F)F)C(=O)O)C(=O)O)F)F)F)C(=C(C1C(=O)O)F)F)F